tert-butyl (2R)-2-(hydroxymethyl)morpholine-4-carboxylate OC[C@H]1CN(CCO1)C(=O)OC(C)(C)C